3-(isopropoxy)-1,2-benzothiazole 1,1-dioxide C(C)(C)OC1=NS(C2=C1C=CC=C2)(=O)=O